N-{4-[6-(1-hydroxypropyl)-4-methylpyridin-3-yl]imidazo[1,2-a]1,6-naphthyridin-8-yl}cyclopropanecarboxamide OC(CC)C1=CC(=C(C=N1)C=1C=2N(C3=CC(=NC=C3C1)NC(=O)C1CC1)C=CN2)C